8-((2S,6S)-2,6-dimethylmorpholinyl)-6-(N-(3-methyloxetan-3-yl)-N-((2-(trimethylsilyl)ethoxy)methyl)sulfamoyl)imidazo[1,5-a]pyridine-3-carboxylic acid C[C@H]1CN(C[C@@H](O1)C)C=1C=2N(C=C(C1)S(N(COCC[Si](C)(C)C)C1(COC1)C)(=O)=O)C(=NC2)C(=O)O